The molecule is a ceramide 1-phosphate that is the N-icosanoyl derivative of sphingosine. It derives from a sphingosine and an icosanoic acid. It is a conjugate acid of a N-eicosanoylsphingosine 1-phosphate(2-). CCCCCCCCCCCCCCCCCCCC(=O)N[C@@H](COP(=O)(O)O)[C@@H](/C=C/CCCCCCCCCCCCC)O